2-[6-[4-(1-tert-butoxycarbonyl-4-piperidinyl)phenyl]-4-fluoro-1-oxo-isoindolin-2-yl]-2-(6,7-dihydro-5H-pyrrolo[1,2-c]imidazol-1-yl)acetic acid C(C)(C)(C)OC(=O)N1CCC(CC1)C1=CC=C(C=C1)C1=CC(=C2CN(C(C2=C1)=O)C(C(=O)O)C1=C2N(C=N1)CCC2)F